4-(2,5-dimethylphenyl)-1-p-toluenesulfonyl-5,6-dihydropyridin-2(1H)-one CC1=C(C=C(C=C1)C)C1=CC(N(CC1)S(=O)(=O)C1=CC=C(C)C=C1)=O